ClC=1C=C(C=CC1Cl)NC(=O)N1[C@@H]2CC[C@H]1CC1=C2C=CC(=C1)OC (5R,8S)-N-(3,4-dichlorophenyl)-2-methoxy-6,7,8,9-tetrahydro-5H-5,8-epiminobenzo[7]annulene-10-carboxamide